Methyl 2-(tert-butoxycarbonyl)-4-formyl-2-azabicyclo[2.1.1]hexane-1-carboxylate C(C)(C)(C)OC(=O)N1C2(CC(C1)(C2)C=O)C(=O)OC